ClC1=C(N=C(N1)C(=O)O)C1=CC(=C(C=C1)C)Cl 5-chloro-4-(3-chloro-4-methylphenyl)-1H-imidazole-2-carboxylic acid